N-(4-((3-chloro-2,4-difluorophenyl)amino)-5-phenylquinazolin-6-yl)-3-(1-methylpyrrolidin-2-yl)acrylamide ClC=1C(=C(C=CC1F)NC1=NC=NC2=CC=C(C(=C12)C1=CC=CC=C1)NC(C=CC1N(CCC1)C)=O)F